(S)-(-)-1,2,3,4-tetrahydroisoquinoline-3-carboxylic acid C1[C@H](NCC2=CC=CC=C21)C(=O)O